Natrium methylallylsulfonat CC=CCS(=O)(=O)[O-].[Na+]